N-(2-fluoro-4-hydroxy-5-(methylsulfonyl)phenyl)-4-((4-((trifluoromethyl)thio)phenoxy)methyl)piperidine-1-carboxamide FC1=C(C=C(C(=C1)O)S(=O)(=O)C)NC(=O)N1CCC(CC1)COC1=CC=C(C=C1)SC(F)(F)F